(E)-2-(3-Bromo-4-(2-methoxyvinyl)phenyl)-2-methylpropionitrile BrC=1C=C(C=CC1\C=C\OC)C(C#N)(C)C